CN1C(C2=C(C=C1)C=CN2S(=O)(=O)CC2=CC=CC=C2)=O 6-methyl-1-toluenesulfonyl-1,6-dihydro-7H-pyrrolo[2,3-c]pyridin-7-one